3-chloro-N-(2-chlorobenzyl)quinoxalin-2-amine ClC=1C(=NC2=CC=CC=C2N1)NCC1=C(C=CC=C1)Cl